C[C@@H]1N(C[C@@H](CC1)NC1=C2C(=NC=C1C=1SC(=NN1)C)NC=C2)C(CC#N)=O 3-((2S,5R)-2-methyl-5-((5-(5-methyl-1,3,4-thiadiazol-2-yl)-1H-pyrrolo[2,3-b]pyridin-4-yl)amino)piperidin-1-yl)-3-oxopropanenitrile